(4-chlorobenzoyl)-3-fluoro-5-(hydroxy(1-methyl-1H-imidazol-4-yl)methyl)benzoic acid ClC1=CC=C(C(=O)C2=C(C(=O)O)C=C(C=C2F)C(C=2N=CN(C2)C)O)C=C1